C(C)(C)(C)[Si](C)(C)OCC1(CC1)CCCI tert-butyl((1-(3-iodopropyl)-cyclopropyl)methoxy)dimethyl-silane